(4-(benzyloxy)-3-methoxyphenylethyl)-2,3,4,9-tetrahydro-1H-carbazole-1-amine C(C1=CC=CC=C1)OC1=C(C=C(C=C1)CCC1(CCCC=2C3=CC=CC=C3NC12)N)OC